(N-[4-amino-5-[4-[2-(4-fluoroanilino)-2-oxo-ethoxy]benzoyl]thiazol-2-yl]-4-fluoro-anilino)propionamide NC=1N=C(SC1C(C1=CC=C(C=C1)OCC(=O)NC1=CC=C(C=C1)F)=O)N(C1=CC=C(C=C1)F)C(C(=O)N)C